tert-butyl 2-[2-(4-{3-[(3-fluoro-2-methoxyphenyl)amino]-4-oxo-1H,5H,6H,7H-pyrrolo[3,2-c]pyridin-2-yl}pyridin-3-yl)ethynyl]piperidine-1-carboxylate FC=1C(=C(C=CC1)NC1=C(NC2=C1C(NCC2)=O)C2=C(C=NC=C2)C#CC2N(CCCC2)C(=O)OC(C)(C)C)OC